C(C)(C)(C)C1=CC=C(C=C1)C1=NNC(=NN1)SCC(=O)C1=CC=C(C=C1)Cl 2-({6-[4-(tert-butyl)phenyl]-1,4-dihydro-1,2,4,5-tetraazin-3-yl}sulfanyl)-1-(4-chlorophenyl)-1-ethanone